2-(1-(4-Amino-3-(1H-indol-5-yl)-1H-pyrazolo[3,4-d]pyrimidin-1-yl)ethyl)-3-(3-Fluorophenyl)-4H-chromen-4-one NC1=C2C(=NC=N1)N(N=C2C=2C=C1C=CNC1=CC2)C(C)C=2OC1=CC=CC=C1C(C2C2=CC(=CC=C2)F)=O